BrC=1C=C(C(N(C1C(=O)OCC)C1=CC=C(C=C1)F)=O)C(=O)O 5-bromo-6-(ethoxycarbonyl)-1-(4-fluorophenyl)-2-oxo-1,2-dihydropyridine-3-carboxylic acid